C(C)SC1=NN=C(S1)N 5-(ethylsulfanyl)-1,3,4-thiadiazol-2-amine